O=C1NC(CCC1N1C(C2=CC=CC(=C2C1=O)OCC(=O)NCCNC(C1=C(C=C(C=C1)C=1C=NC=2N(N1)C(=CN2)CC=2C=C1C=CC=NC1=CC2)F)=O)=O)=O N-(2-(2-((2-(2,6-dioxopiperidin-3-yl)-1,3-dioxoisoindolin-4-yl)oxy)acetamido)ethyl)-2-fluoro-4-(7-(quinolin-6-ylmethyl)imidazo[1,2-b][1,2,4]triazin-2-yl)benzamide